(E)-4-decyl acetate C(C)(=O)OC(CCC)CCCCCC